1-cyclopropyl-1-[(3R)-1-(2-hydroxyacetyl)piperidin-3-yl]-3-({1-[3-(trifluoromethoxy)phenyl]-1H-1,2,3-triazol-4-yl}methyl)urea C1(CC1)N(C(=O)NCC=1N=NN(C1)C1=CC(=CC=C1)OC(F)(F)F)[C@H]1CN(CCC1)C(CO)=O